Benzyl N-[(1R)-1-[[(3-amino-3-oxo-propyl)-(2-bromoacetyl)amino]carbamoyl]-3-methyl-butyl]carbamate NC(CCN(C(CBr)=O)NC(=O)[C@@H](CC(C)C)NC(OCC1=CC=CC=C1)=O)=O